OP(O)OP(O)O.C(C)(C)(C)C1=C(C=CC(=C1)C(C)(C)C)C1=C(C(=CC=C1)C)C(O)(C(CO)(CO)CO)C1=C(C=CC=C1C)C1=C(C=C(C=C1)C(C)(C)C)C(C)(C)C bis(2,4-di-tert-butylphenyl-6-methylphenyl)pentaerythritol diphosphite